N-{[4-(furan-2-yl)phenyl]methyl}-6-methyl-1-(2-methylpropanoyl)-4-[(2-phenoxyphenyl)methyl]piperazine-2-carboxamide O1C(=CC=C1)C1=CC=C(C=C1)CNC(=O)C1N(C(CN(C1)CC1=C(C=CC=C1)OC1=CC=CC=C1)C)C(C(C)C)=O